OC(CCC(=O)[O-])CCCCCCCCCCC.[K+] potassium 4-hydroxypentadecanoate